COC1=C(C2=C3C(CCNC3CC3=C2C=CC=C3)=C1)O 2-methoxy-5,6,6a,7-tetrahydro-4H-dibenzo[DE,G]Quinoline-1-ol